CN1C(CC(CC1(C)C)OC(C(C(=O)OC1CC(N(C(C1)(C)C)C)(C)C)CCCC)=O)(C)C butylmalonic acid bis(1,2,2,6,6-pentamethyl-4-piperidinyl) ester